N=[S@@](=O)(C1=CC=C(C=C1)CC=1C(=NC=2N(C1N1CCCC1)N=CN2)C)C (S)-imino(methyl)(4-((5-methyl-7-(pyrrolidin-1-yl)-[1,2,4]triazolo[1,5-a]pyrimidin-6-yl)methyl)phenyl)-λ6-sulfanone